C12C(CC(CC1)CC[Si](CC)(CC)CC)O2 4-epoxycyclohexylethyltriethylsilane